tetracarboxyl-zinc C(=O)(O)[Zn](C(=O)O)(C(=O)O)C(=O)O